(1R,6S)-2,2-difluoro-6-{[(1R,3S,5S)-8-(propan-2-yl)-8-azabicyclo[3.2.1]oct-3-yl]oxy}cyclohexan-1-amine FC1([C@@H]([C@H](CCC1)OC1C[C@H]2CC[C@@H](C1)N2C(C)C)N)F